N#CN=C=O cyanic acid isocyanate